ethyl 6-(6-acetyl-2,6-diazaspiro[3.3]heptan-2-yl)quinoline-4-carboxylate C(C)(=O)N1CC2(CN(C2)C=2C=C3C(=CC=NC3=CC2)C(=O)OCC)C1